F[C@H]1[C@H](N(C1)C(=O)OC(C)(C)C)CNS(=O)(=O)C tert-butyl (2R,3R)-3-fluoro-2-(methylsulfonamidomethyl)azetidine-1-carboxylate